cyanoiminobarbituric acid C(#N)N=C1C(NC(NC1=O)=O)=O